O1C(=CC=C1)C(CC(CCCC)=O)=O 1-(2-furyl)-1,3-heptanedione